5-[(4-Benzylpiperidin-1-yl)carbonyl]-2'-(4,5-dimethyl-1H-imidazol-2-yl)-3,4'-bipyridine trifluoroacetate salt FC(C(=O)O)(F)F.C(C1=CC=CC=C1)C1CCN(CC1)C(=O)C=1C=C(C=NC1)C1=CC(=NC=C1)C=1NC(=C(N1)C)C